C(C)C=1C=CC(=NC1)CNC(COC)C N-((5-ethylpyridin-2-yl)methyl)-1-methoxypropane-2-amine